ClC=1C=C(C=CC1F)C1=CC(=C(C(=C1)C(C)C)CC(=O)NS(=O)(=O)C1=CC=C(C=C1)CN(C)C)C(C)C 2-[4-(3-chloro-4-fluorophenyl)-2,6-di(propan-2-yl)phenyl]-N-[4-[(dimethylamino)methyl]phenyl]sulfonylacetamide